3-(1H-benzoimidazol-2-yl)-4-methyl-1,2,5-oxadiazole N1C(=NC2=C1C=CC=C2)C2=NON=C2C